(R)-2-(tert-butylamino)-1-(3-fluoro-2-methylphenyl)ethan-1-ol C(C)(C)(C)NC[C@H](O)C1=C(C(=CC=C1)F)C